4-[1-[dideuterio-(4,4-difluorocyclohexyl)methyl]-3-(1-ethylpyrazol-4-yl)pyrrolo[3,2-b]pyridin-6-yl]-3,5-dimethyl-isoxazole [2H]C(N1C=C(C2=NC=C(C=C21)C=2C(=NOC2C)C)C=2C=NN(C2)CC)(C2CCC(CC2)(F)F)[2H]